C(N)(=N)N1CCN(CC1)C1=CC=C(C=C1)N(C(C1=CC(=C(C(=O)N)C=C1)C)=O)C1=CC=C(C=C1)N1CCN(CC1)C(N)=N N',N4-bis(4-(4-carbamimidoylpiperazin-1-yl)phenyl)-2-methylterephthalamide